((3-(4-butoxy-3-fluorophenyl)-1,2,4-oxadiazol-5-yl)methyl)acrylic acid C(CCC)OC1=C(C=C(C=C1)C1=NOC(=N1)CC(C(=O)O)=C)F